(2-(7-amino-2-(furan-2-yl)-[1,2,4]triazolo[1,5-a][1,3,5]triazin-5-yl)pyrazolidin-1-yl)(4-(2,2,2-trifluoroethyl)piperazin-1-yl)methanone NC1=NC(=NC=2N1N=C(N2)C=2OC=CC2)N2N(CCC2)C(=O)N2CCN(CC2)CC(F)(F)F